COC(=O)C1=C(NC=C1C)C 2,4-dimethyl-1H-pyrrole-3-carboxylic acid methyl ester